CC=1NC(=CC1C(=O)OCC)S(N[C@@H]1C[C@H](C1)N1N=CC(=C1)C(F)(F)F)(=O)=O Ethyl 2-methyl-5-(N-((trans)-3-(4-(trifluoromethyl)-1H-pyrazol-1-yl)cyclobutyl)sulfamoyl)-1H-pyrrole-3-carboxylate